N-[(4-methoxyphenyl)methyl]-N-methyl-3-(2-pyridinyl)-4-[[5-(trifluoromethyl)-2-pyridinyl]amino]benzenesulfonamide COC1=CC=C(C=C1)CN(S(=O)(=O)C1=CC(=C(C=C1)NC1=NC=C(C=C1)C(F)(F)F)C1=NC=CC=C1)C